(7R,14R)-11-((S)-4-amino-3,4-dihydro-2H-pyrano[3,2-b]pyridin-7-yl)-1-(difluoromethoxy)-6-(methyl-d3)-6,7-dihydro-7,14-methanobenzo[f]benzo[4,5]imidazo[1,2-a][1,4]diazocin-5(14H)-one N[C@H]1CCOC=2C1=NC=C(C2)C2=CC1=C(N=C3N1[C@H]1C4=C(C(N([C@@H]3C1)C([2H])([2H])[2H])=O)C=CC=C4OC(F)F)C=C2